C1=CC(=CC=C1C(=N)N)OCCCCCCOC2=CC=C(C=C2)C(=N)N The molecule is a polyether that is the bis(4-guanidinophenyl) ether of hexane-1,6-diol. It has a role as an antimicrobial agent and an antiseptic drug. It is an aromatic ether, a member of guanidines and a polyether. It derives from a hexane-1,6-diol.